2-[4-[[(3-chloro-4-methyl-pyrimido[4',5':4,5]thieno[2,3-c]pyridazin-8-yl)amino]methyl]phenyl]propan-2-ol ClC1=C(C2=C(N=N1)SC1=C2N=CN=C1NCC1=CC=C(C=C1)C(C)(C)O)C